ClC1=NC=CC(=N1)C=1C(=NN(C1)[C@@H](C(C)(F)F)C1=CC=C(C=C1)F)C (R)-2-chloro-4-(1-(2,2-difluoro-1-(4-fluorophenyl)propyl)-3-methyl-1H-pyrazol-4-yl)pyrimidine